(Benzylthio)-2-chloro-5-fluoropyridine C(C1=CC=CC=C1)SC=1C(=NC=C(C1)F)Cl